NC1=NC=C(C=N1)C(=O)NC 2-amino-N-methylpyrimidine-5-carboxamide